3-[[(5s,7s)-7-fluoro-5-phenyl-6,7-dihydro-5H-pyrrolo[1,2-b][1,2,4]triazol-2-yl]methylene]cyclobutanenitrile F[C@H]1C[C@H](N2N=C(N=C21)C=C2CC(C2)C#N)C2=CC=CC=C2